5-Amino-N-{4-[(3R,4R,5S)-3-amino-4-hydroxy-5-methylpiperidin-1-yl]-7-hydroxy-6,7-dihydro-5H-cyclopenta[b]pyridin-3-yl}-2-(2,6-difluorophenyl)-1,3-thiazole-4-carboxamide NC1=C(N=C(S1)C1=C(C=CC=C1F)F)C(=O)NC=1C(=C2C(=NC1)C(CC2)O)N2C[C@H]([C@@H]([C@H](C2)C)O)N